(7-chlorofuro[3,2-b]pyridin-2-yl)-trimethylsilane ClC1=C2C(=NC=C1)C=C(O2)[Si](C)(C)C